C(CCCCCCCC1C(CCCCCCCC)O1)(=O)OCC1CC2C(C(C1)C)O2 4-epoxy-6-methylcyclohexylmethyl 9,10-epoxystearate